BrC1=CC=C2C(=NC(=NC2=C1F)OC[C@]12[C@H](N(CCC1)C)CCC2)N2CC1CCC(C2)N1C(=O)OC(C)(C)C tert-butyl 3-(7-bromo-8-fluoro-2-(((4aS,7aR)-1-methyloctahydro-4aH-cyclopenta[b]pyridin-4a-yl)methoxy)quinazolin-4-yl)-3,8-diazabicyclo[3.2.1]octane-8-carboxylate